(R)-3-Hydroxy-1-methyl-3-(1-(6-(2-((1-methyl-1H-pyrazol-3-yl)amino)pyrimidin-4-yl-6-d)pyridin-2-yl)-1H-1,2,3-triazol-4-yl)pyrrolidin-2-one O[C@@]1(C(N(CC1)C)=O)C=1N=NN(C1)C1=NC(=CC=C1)C1=NC(=NC(=C1)[2H])NC1=NN(C=C1)C